benzyl (2-(pent-4-en-1-ylamino)ethyl)carbamate C(CCC=C)NCCNC(OCC1=CC=CC=C1)=O